[4-[(E)-3-[4-(Dimethylamino)phenyl]prop-2-enoyl]-3-hydroxyphenyl] N,N-dimethylcarbamate CN(C(OC1=CC(=C(C=C1)C(\C=C\C1=CC=C(C=C1)N(C)C)=O)O)=O)C